C1(CCC1)NC1=CC=C(C=C1)[N+](=O)[O-] cyclobutyl-4-nitroaniline